COC=1C=C2C(=CC1)C(C=1C3=C(OC1C21CCCC1)C=CC=C3)=O 8-methoxy-11H-spiro[benzo[b]naphtho[2,3-d]furan-6,1'-cyclopentane]-11-one